FC1=CC=C(C=C1)C(CNC1=NC=C(C=N1)C1=CC=C(C(=O)N)C=C1)(C)C 4-(2-{[2-(4-fluorophenyl)-2-methylpropyl]amino}pyrimidin-5-yl)benzamide